C(C)(C)(C)NC1=NC2=CC(=C(C=C2C(=C1)OC1=CC=C(C=C1)[N+](=O)[O-])OC)OC1CCN(CC1)C(C)=O 2-tert-butylamino-6-methoxy-4-(4-nitrophenoxy)-7-((1-acetylpiperidin-4-yl)oxy)quinoline